(5-chloro-6-(difluoromethyl)pyridin-2-yl)(5-chloro-6-(trifluoromethyl)pyridin-3-yl)methylamine ClC=1C=CC(=NC1C(F)F)NCC=1C=NC(=C(C1)Cl)C(F)(F)F